(E)-3-(10-ethyl-10H-phenothiazin-3-yl)-N-(3-fluorophenyl)acrylamide C(C)N1C2=CC=CC=C2SC=2C=C(C=CC12)/C=C/C(=O)NC1=CC(=CC=C1)F